NC1=NC(N(C=C1F)C1OCCC1)=O 4-amino-5-fluoro-1-(tetrahydrofuran-2-yl)pyrimidin-2(1H)-one